C(C)(C)S(=O)(=O)C(C)CC isopropylsec-butylsulfone